2-thioxo-1,2,3,4-tetrahydro-pyrrolo[3,2-d]pyrimidin-4-one S=C1NC(C2=C(N1)C=CN2)=O